[1-[6-methyl-2-(2-methylpyrazolo[4,3-b]pyridin-6-yl)-4-oxo-chromen-8-yl]ethylamino]benzoic acid tert-butyl ester C(C)(C)(C)OC(C1=C(C=CC=C1)NC(C)C=1C=C(C=C2C(C=C(OC12)C1=CC=2C(N=C1)=CN(N2)C)=O)C)=O